heneicosyl hexanoate C(CCCCC)(=O)OCCCCCCCCCCCCCCCCCCCCC